4-(2,6-dihydroxy-4-propylphenyl)-1-ethyl-3,3-difluoro-5-methylindolin-2-one OC1=C(C(=CC(=C1)CCC)O)C1=C2C(C(N(C2=CC=C1C)CC)=O)(F)F